(2S,3R)-3-azido-1-[3-cyano-6-methyl-4-(trifluoromethyl)-2-pyridyl]-N-(4-fluorophenyl)-N-methyl-pyrrolidine-2-carboxamide N(=[N+]=[N-])[C@H]1[C@H](N(CC1)C1=NC(=CC(=C1C#N)C(F)(F)F)C)C(=O)N(C)C1=CC=C(C=C1)F